C1(CC1)C1=NC(=NC(=C1C1=NC=C2N(C(N(C2=N1)CC1=CC=C(C=C1)C=1N(C=C(N1)C(F)(F)F)C)=N)CC(F)(F)F)OC)C 2-(4-cyclopropyl-6-methoxy-2-methyl-pyrimidin-5-yl)-9-[[4-[1-methyl-4-(trifluoromethyl)imidazol-2-yl]phenyl]methyl]-7-(2,2,2-trifluoroethyl)purin-8-imine